N-(5-(3,4-difluorobenzyl)pyridin-2-yl)-1-ethyl-1H-pyrazole-3-carboxamide FC=1C=C(CC=2C=CC(=NC2)NC(=O)C2=NN(C=C2)CC)C=CC1F